N(C(=N)N)CC1=CC=C(C=C1)NC(=O)C12CC(C1)(C2)C(=O)NC=2N=NC(=CC2)C=2CCN(CC2)C(N)=N bicyclo[1.1.1]pentane-1,3-dicarboxylic acid [6-(1-carbamimidoyl-1,2,3,6-tetrahydro-pyridin-4-yl)-pyridazin-3-yl]-amide (4-guanidinomethyl-phenyl)-amide